CN(C1=CC=C(C=C2C(C3=CC=CC=C3C2)=O)C=C1)C 2-(4-dimethylamino-benzylidene)-inden-1-one